2-(Benzyloxy)-4-(ethyl-d5)-1-fluorobenzene C(C1=CC=CC=C1)OC1=C(C=CC(=C1)C(C([2H])([2H])[2H])([2H])[2H])F